ClCCCCCCCCCCCCCCCCCCCC 1-chloroicosane